COC(=O)C1CN(CC(C1)OS(=O)(=O)C)C(=O)C1=CC2=C(N(C(=N2)C2=CC=3C(=NC=CC3)N2CC2CC2)C)C(=C1)OC 1-{2-[1-(cyclopropylmethyl)-1H-pyrrolo[2,3-b]pyridin-2-yl]-7-methoxy-1-methyl-1H-1,3-benzodiazole-5-carbonyl}-5-(methanesulfonyloxy)piperidine-3-carboxylic acid methyl ester